CNC(O[C@@H]1CC[C@H](CC1)C(N(C1=NC=CC(=C1)C=1C=NN(C1)C(C)C)C[C@@H]1CC[C@H](CC1)C1=CC(=C(C=C1)OC)C#N)=O)=O trans-4-(((trans-4-(3-Cyano-4-methoxyphenyl) cyclohexyl)methyl)(4-(1-isopropyl-1H-pyrazol-4-yl)pyridin-2-yl)carbamoyl)cyclohexyl methylcarbamate